C(C)(C)N1CC(CC1)NC(OC1=CC=CC=C1)=O phenyl (1-isopropylpyrrolidin-3-yl)carbamate